(R)-3-amino-1-(2-((6-amino-9H-purin-9-yl)methyl)-4-fluoro-3-(trifluoromethyl)phenyl)-N-(3-cyclopropyl-1H-pyrazol-5-yl)pyrrolidine-3-carboxamide N[C@]1(CN(CC1)C1=C(C(=C(C=C1)F)C(F)(F)F)CN1C2=NC=NC(=C2N=C1)N)C(=O)NC1=CC(=NN1)C1CC1